12-((3-(5-(((3aR,4R,6R,7R,7aR)-7-acetamido-4-(hydroxymethyl)-2-oxotetrahydro-4H-[1,3]dioxolo[4,5-c]pyran-6-yl)oxy)pentanamido)propyl)amino)-12-oxododecanoic acid C(C)(=O)N[C@@H]1[C@@H]2[C@H]([C@H](O[C@H]1OCCCCC(=O)NCCCNC(CCCCCCCCCCC(=O)O)=O)CO)OC(O2)=O